C(C(=O)O)(=O)C=1N=C(C=2N=CN([C@H]3[C@H](O)[C@H](OP(=O)(O)O)[C@@H](COP(=O)(O)OP(=O)(O)OCC(C)(C)[C@@H](O)C(=O)NCCC(=O)NCCS)O3)C2N1)N 2-Oxalyl-CoA